1-propargyl-3-(1-methyl-2-(trifluoromethyl)-1H-indole-3-yl)quinoxaline C(C#C)N1CC(=NC2=CC=CC=C12)C1=C(N(C2=CC=CC=C12)C)C(F)(F)F